FC1=C(C#N)C(=CC=C1)C1=CC=CC2=C1NC(=NS2(=O)=O)NCCF 2-fluoro-6-(3-((2-fluoroethyl)amino)-1,1-dioxo-4H-benzo[e][1,2,4]thiadiazin-5-yl)benzonitrile